[C@H]12N(C[C@H](NC1)C2)C2=CC=C(C(=N2)CC)NC2=NC=C(C(=N2)C2=CC=1S(CCOC(C1S2)C)(=O)=O)C(F)(F)F 7-(2-((6-((1R,4R)-2,5-diazabicyclo[2.2.1]heptan-2-yl)-2-ethylpyridin-3-yl)amino)-5-(trifluoromethyl)pyrimidin-4-yl)-5-methyl-2,3-dihydro-5H-thieno[3,2-e][1,4]oxathiepine 1,1-dioxide